N2,N4-bis(3,3-difluorocyclobutyl)-6-(2-(1,1-difluoroethyl)thiazol-4-yl)-1,3,5-triazine-2,4-diamine FC1(CC(C1)NC1=NC(=NC(=N1)NC1CC(C1)(F)F)C=1N=C(SC1)C(C)(F)F)F